(4-(8-chloro-6-fluoro-7-(3-hydroxynaphthalen-1-yl)-1H-pyrazolo[4,3-c]quinolin-1-yl)piperidin-1-yl)prop-2-en-1-one ClC1=CC=2C3=C(C=NC2C(=C1C1=CC(=CC2=CC=CC=C12)O)F)C=NN3C3CCN(CC3)C(C=C)=O